CC1=NC=C(C=N1)C=O 2-methyl-pyrimidine-5-carbaldehyde